3-[4-(Bromomethyl)phenyl]-5-(chlorodifluoromethyl)-1,2,4-oxadiazole BrCC1=CC=C(C=C1)C1=NOC(=N1)C(F)(F)Cl